Pentane-1,5-diyl diacrylate C(C=C)(=O)OCCCCCOC(C=C)=O